(E)-1-(4-((4-((1H-Indazol-6-yl)oxy)-3-methylphenyl)amino)-5,6-dihydropyrido[4',3':4,5]thieno[2,3-d]pyrimidin-7(8H)-yl)-4-(dimethylamino)but-2-en-1-one N1N=CC2=CC=C(C=C12)OC1=C(C=C(C=C1)NC=1C2=C(N=CN1)SC1=C2CCN(C1)C(\C=C\CN(C)C)=O)C